N1N=C(C=2C1=CN=CC2)C2=CC=C1CCNC1=C2 6-{1H-pyrazolo[3,4-c]pyridin-3-yl}-2,3-dihydro-1H-indole